C(#N)C1=C(C=C(C=C1)C1=C(C=NC=C1)N1CC(CCC1)N(C(OC(C)(C)C)=O)C)C tert-butyl (1-(4-(4-cyano-3-methylphenyl)pyridin-3-yl)piperidin-3-yl)(methyl)carbamate